ClC=1C(N(SC1Cl)C)=O 4,5-dichloro-2-methyl-4-isothiazolinone